NC=1C=CC(=NC1)N1C(C2=CC=C(C=C2C=N1)C1=C(C(=CC=C1)OC)C)=O 2-(5-aminopyridin-2-yl)-6-(3-methoxy-2-methylphenyl)phthalazin-1(2H)-one